ClC1=CC=C(C=C1)C=1N=CN(C1C1=CC=NC=C1)CC(=O)N1CC2(C1)CCN(CC2)C 2-[4-(4-chlorophenyl)-5-(pyridin-4-yl)-1H-imidazol-1-yl]-1-{7-methyl-2,7-diazaspiro[3.5]nonan-2-yl}ethan-1-one